(R)-1-(5-(benzofuran-5-ylsulfonyl)-3,4,5,6-tetrahydropyrrolo[3,4-c]pyrrol-2(1H)-yl)-3-hydroxybutan-1-one O1C=CC2=C1C=CC(=C2)S(=O)(=O)N2CC1=C(C2)CN(C1)C(C[C@@H](C)O)=O